S1C(=NN=C1)C(C)C=1C=CC(=C(N)C1)OC 5-[1-(1,3,4-thiadiazol-2-yl)ethyl]-2-methoxyaniline